(2-oxo-3-m-tolyl-butyl)-phosphonic acid dimethyl ester COP(OC)(=O)CC(C(C)C=1C=C(C=CC1)C)=O